2-(5-(cyclopropylmethyl)-3-(6-fluoro-4'-methoxy-2',3',4',5'-tetrahydro-[1,1'-biphenyl]-3-yl)-4-(3-fluoro-4-sulfamoylbenzyl)-1H-pyrazol-1-yl)thiazole-4-carboxylic acid C1(CC1)CC1=C(C(=NN1C=1SC=C(N1)C(=O)O)C=1C=C(C(=CC1)F)C=1CCC(CC1)OC)CC1=CC(=C(C=C1)S(N)(=O)=O)F